2-(2,6-dioxopiperidin-3-yl)-3-oxo-7-(trifluoromethoxy)isoindoline-4-carbonitrile O=C1NC(CCC1N1CC=2C(=CC=C(C2C1=O)C#N)OC(F)(F)F)=O